[(S)-2-hydroxy-1-(tetrahydropyran-4-yl)ethyl]-amid OC[C@H](C1CCOCC1)[NH-]